2-(1-methylazetidin-3-yl)-5-[Rac-(2R,5S)-5-methyl-2-piperidyl]Indazole CN1CC(C1)N1N=C2C=CC(=CC2=C1)[C@@H]1NC[C@H](CC1)C |r|